C(C)OC(C1=C(N=C(C(=C1)CC)C(F)(F)F)COCC1=NC=NN1C)=O ethyl-2-(((1-methyl-1H-1,2,4-triazol-5-yl)methoxy)methyl)-6-(trifluoromethyl)nicotinic acid ethyl ester